OC(CN1N=C(C(=C1)C1=NC(=NC=C1)NC1=CC=C(C=C1)N1CCN(CC1)C(=O)OC(C)(C)C)C=1C=NC=CC1)(C)C tert-Butyl 4-(4-((4-(1-(2-hydroxy-2-methylpropyl)-3-(pyridin-3-yl)-1H-pyrazol-4-yl)pyrimidin-2-yl)amino)phenyl)piperazine-1-carboxylate